C(C)(C)(C)OC(=O)N[C@H](COC=1SC(=C(N1)C(=O)OCC)Cl)C ethyl 2-[(2S)-2-(tert-butoxycarbonylamino)propoxy]-5-chloro-thiazole-4-carboxylate